CN1CCC2(CC1)C(NC1=CC(=CC=C12)C=1C=CC=C(C(=O)N)C1)=O 5-(1'-methyl-2-oxospiro[indoline-3,4'-piperidin]-6-yl)benzamide